N-(3-(5-chloropyridazin-3-yl)-4-methylphenyl)-3-methyl-1-(3-methyl-1,2,4-oxadiazol-5-yl)-6-azabicyclo[3.1.1]heptane-6-carboxamide ClC=1C=C(N=NC1)C=1C=C(C=CC1C)NC(=O)N1C2CC(CC1(C2)C2=NC(=NO2)C)C